N1=CC=C(C=C1)SSC1=CC=NC=C1 4-(4-pyridyldithio)pyridine